BrC=1C=2N(C(=CC1)CBr)N=CN2 8-bromo-5-(bromomethyl)-[1,2,4]triazolo[1,5-a]pyridine